FC(C1=NN=C(O1)C1=CN=C(S1)CN(S(=O)(=O)CCC(=O)N)C=1C=NC=CC1)F 3-[({5-[5-(difluoromethyl)-1,3,4-oxadiazol-2-yl]-1,3-thiazol-2-yl}methyl)(pyridin-3-yl)sulfamoyl]propanamide